C(C1=CC=CC=C1)(=O)N1C(N(C=C(C1=O)C)C1CC2(C1)CCC(CC2)NC(=O)NCCCC)=O 1-[2-(3-benzoyl-5-methyl-2,4-dioxo-pyrimidin-1-yl)spiro[3.5]nonan-7-yl]-3-butyl-urea